(S)-6-((1-acryloylpyrrolidin-3-yl)oxy)-4-((3-chloro-2-fluorophenyl)amino)-1,5-naphthyridine-3-carbonitrile C(C=C)(=O)N1C[C@H](CC1)OC=1N=C2C(=C(C=NC2=CC1)C#N)NC1=C(C(=CC=C1)Cl)F